FC1=C(CN2C=NC(=C2)C(=O)O)C(=CC=C1)F 1-(2,6-difluorobenzyl)-1H-imidazole-4-carboxylic acid